(2-(1-(6,7-dimethoxy-2-oxo-1,2-dihydroquinazolin-4-yl)azetidin-3-yl)ethyl)sulfamide COC=1C=C2C(=NC(NC2=CC1OC)=O)N1CC(C1)CCNS(=O)(=O)N